5-{(1S,2S)-[1-(5-Chloro-3-fluoro-2-methoxyphenyl)-3,3,3-trifluoro-2-hydroxy-2-(hydroxymethyl)propyl]amino}-7-fluoro-1H-quinolin-2-one ClC=1C=C(C(=C(C1)[C@@H]([C@@](C(F)(F)F)(CO)O)NC1=C2C=CC(NC2=CC(=C1)F)=O)OC)F